(2r,6s)-4-(3-(4-(tert-butyl)phenyl)-3-chloro-2-methylpropyl)-2,6-dimethylmorpholine C(C)(C)(C)C1=CC=C(C=C1)C(C(CN1C[C@H](O[C@H](C1)C)C)C)Cl